C(C)(C)(C)OC(NC1CCN(CC1)C1=NC(=C(C(=C1C#N)CC)C#N)SCC1=CC=C(C=C1)S(N)(=O)=O)=O (1-(3,5-dicyano-4-ethyl-6-((4-sulfamoylbenzyl)thio)pyridin-2-yl)piperidin-4-yl)carbamic acid tert-butyl ester